(2-(((8,8-dimethyl-1-oxaspiro[4.5]decan-2-yl)oxy)methyl)phenyl)methanol CC1(CCC2(CCC(O2)OCC2=C(C=CC=C2)CO)CC1)C